C(C=C)(=O)OCCC[Si](CC)(CC)OCC acryloxypropylethoxydiethylsilane